6-[3-(2,3-dichloro-6-fluorophenyl)-3-azetidinylamino]-8-fluoro-3-isopropyl-3,4-dihydro-4-quinazolinone ClC1=C(C(=CC=C1Cl)F)C1(CNC1)NC=1C=C2C(N(C=NC2=C(C1)F)C(C)C)=O